2-(6-(methylsulfonyl)-5-nitro-N-(prop-2-yn-1-yl)nicotinamido)ethyl (2-(trimethylammonio)ethyl) phosphate P(=O)(OCCN(C(C1=CN=C(C(=C1)[N+](=O)[O-])S(=O)(=O)C)=O)CC#C)(OCC[N+](C)(C)C)[O-]